NC1=C2C(=C3C(=N1)C=C(N3)C(=O)N(CC3=NC=CC=C3F)CC3=C(C=C(C=C3F)C#N)F)COC2 5-amino-N-(4-cyano-2,6-difluorobenzyl)-N-((3-fluoropyridin-2-yl)methyl)-6,8-dihydro-1H-furo[3,4-d]pyrrolo[3,2-b]pyridine-2-carboxamide